3-(4-Methylpiperazin-1-yl)-1-(4-(pyridin-3-ylmethyl)-3,4-dihydroquinoxalin-1(2H)-yl)propan-1-one CN1CCN(CC1)CCC(=O)N1CCN(C2=CC=CC=C12)CC=1C=NC=CC1